NC=1N=CC2=C(N1)N(C=C2)C2=CC(=NC=C2)C#CC(C)(O)C2=NOC(=C2)C 4-(4-(2-amino-7H-pyrrolo[2,3-d]pyrimidin-7-yl)pyridin-2-yl)-2-(5-methylisoxazol-3-yl)but-3-yn-2-ol